[1,3-bis-(2,6-diisopropylphenyl)-2-imidazolidinylidene]dichloro(2-isopropoxybenzylidene)ruthenium(II) C(C)(C)C1=C(C(=CC=C1)C(C)C)N1C(N(CC1)C1=C(C=CC=C1C(C)C)C(C)C)=[Ru-4](=CC1=C(C=CC=C1)OC(C)C)(Cl)Cl